isodecyl neopentanoate (decyl 2,2-dimethylpropanoate) C(CCCCCCCCC)CC(C(=O)O)(C)C.C(C(C)(C)C)(=O)OCCCCCCCC(C)C